C(CCCCC)OC(=O)CCCCN(CCCCCCNC(=O)C1CC(CC(C1)C(=O)NCCCCCCN(CCCCC(=O)OCCCCCC)CCCCC(=O)OCCCCCC)C(=O)NCCCCCCN(CCCCC(=O)OCCCCCC)CCCCC(=O)OCCCCCC)CCCCC(=O)OCCCCCC cis,cis-N1,N3,N5-Tris(6-(di((hexyloxycarbonyl)butyl)amino)hexyl)cyclohexane-1,3,5-tricarboxamide